CC1=CC=CC2=CC3=C(C=CC=C3C(=C12)OC(=O)C1C(C2C(=CC1C2)C)C(=O)O)C 1,5-dimethyl-9-[2-carboxy(3,6-methano-4-methyl-4-cyclohexenyl)]carbonyloxyanthracene